isopropylidene-alpha-D-xylofuranose C(C)(C)=C([C@@H]1[C@@H]([C@H]([C@@H](O)O1)O)O)O